4'-(4-aminopiperidin-1-yl)-N-((5-fluoro-2-hydroxyphenyl)(1H-indol-2-yl)methyl)-5-methyl-[1,1'-biphenyl]-3-carboxamide NC1CCN(CC1)C1=CC=C(C=C1)C1=CC(=CC(=C1)C)C(=O)NC(C=1NC2=CC=CC=C2C1)C1=C(C=CC(=C1)F)O